BrC1=NC(=C(C=C1)Br)CC 2,5-dibromo-6-ethyl-pyridine